C(C)(C)(C)C=1C(=C(C=CC1)C(C)C)C(C)(C)C di-t-butyl-cumene